rel-1-fluoro-N-[(5R,6S)-5-{[2-(2-fluorophenyl)-1,3-thiazol-4-yl]methyl}-4-oxo-3-(propan-2-yl)-3,4,5,6,7,8-hexahydroquinazolin-6-yl]cyclopropane-1-sulfonamide FC1(CC1)S(=O)(=O)N[C@@H]1[C@@H](C=2C(N(C=NC2CC1)C(C)C)=O)CC=1N=C(SC1)C1=C(C=CC=C1)F |o1:8,9|